N2-(2-(1-(2,2-Difluoroethyl)-1H-pyrazol-4-yl)pyrimidin-4-yl)-N4-((1s,4s)-4-fluorocyclohexyl)-5-(1-(2,2,2-trifluoroethyl)-1H-pyrazol-3-yl)pyridine-2,4-diamine FC(CN1N=CC(=C1)C1=NC=CC(=N1)NC1=NC=C(C(=C1)NC1CCC(CC1)F)C1=NN(C=C1)CC(F)(F)F)F